Cl/C(/C(=O)O)=C\C=C\C α-chlorosorbic acid